ClC=1C=C(C=CC1Cl)C1=NC2=CC(=CC=C2C=N1)[N+](=O)[O-] 2-(3,4-dichlorophenyl)-7-nitroquinazoline